2-(5-(6-chloro-4-isopropyl-2,7-naphthyridin-1-yl)-1,3,4-oxadiazol-2-yl)propan-2-yl acetate C(C)(=O)OC(C)(C)C=1OC(=NN1)C1=NC=C(C2=CC(=NC=C12)Cl)C(C)C